rel-methyl (3S,4R)-1-benzyl-4-(pyridin-3-yl)pyrrolidine-3-carboxylate C(C1=CC=CC=C1)N1C[C@H]([C@@H](C1)C=1C=NC=CC1)C(=O)OC |o1:9,10|